9-(Diethylamino)spiro[12H-benzo[a]xanthene-12,1'(3'H)-isobenzofuran]-3'-one C(C)N(C=1C=C2OC3=CC=C4C(=C3C3(OC(C5=CC=CC=C35)=O)C2=CC1)C=CC=C4)CC